5-[3-[[(4S)-1-[(3-aminophenyl)methylsulfonyl]-2,2-dimethyl-4-piperidyl]amino]phenyl]-3-(carboxymethoxy)-4-chloro-thiophene-2-carboxylic acid NC=1C=C(C=CC1)CS(=O)(=O)N1C(C[C@H](CC1)NC=1C=C(C=CC1)C1=C(C(=C(S1)C(=O)O)OCC(=O)O)Cl)(C)C